1-(8-fluoroimidazo[1,2-a]pyridin-5-yl)-5-(trifluoromethyl)-N-(2-(trifluoromethyl)pyridin-4-yl)-1H-pyrazole-4-carboxamide FC=1C=2N(C(=CC1)N1N=CC(=C1C(F)(F)F)C(=O)NC1=CC(=NC=C1)C(F)(F)F)C=CN2